N-(4-(2-(((1r,4r)-4-(dimethyl-amino)cyclohexyl)amino)-8-ethylpyrido[3,2-d]pyrimidin-6-yl)-2-fluoro-phenyl)-3,3,3-trifluoropropane-1-sulfonamide CN(C1CCC(CC1)NC=1N=CC2=C(N1)C(=CC(=N2)C2=CC(=C(C=C2)NS(=O)(=O)CCC(F)(F)F)F)CC)C